4-butyl-1-(2,4-difluorophenyl)-N-(2-methoxyethyl)-5-methyl-3-(4-(methylsulfonyl)phenyl)-4,5-dihydro-1H-pyrazole-5-carboxamide C(CCC)C1C(=NN(C1(C(=O)NCCOC)C)C1=C(C=C(C=C1)F)F)C1=CC=C(C=C1)S(=O)(=O)C